FC(C1=CN=CS1)(F)F 5-(trifluoromethyl)-1,3-thiazol